N1-((3-((1H-1,2,4-triazol-1-yl)methyl)oxetan-3-yl)methyl)-N4-(4-chlorophenyl)-2-(trifluoromethyl)benzene-1,4-diamine N1(N=CN=C1)CC1(COC1)CNC1=C(C=C(C=C1)NC1=CC=C(C=C1)Cl)C(F)(F)F